(3R,4R)-4-((S)-5H-Imidazo[5,1-a]isoindol-5-yl)-1-(isopropylsulfonyl)piperidin-3-ol C=1N=CN2C1C1=CC=CC=C1[C@@H]2[C@@H]2[C@H](CN(CC2)S(=O)(=O)C(C)C)O